C(C)OC(=O)C=1NC2=C(C=CC=C2C1)NC(C(C(C)C)Br)=O 7-[(2-bromo-3-methyl-butyryl)amino]-1H-indole-2-carboxylic acid ethyl ester